BrC=1C=2N(C=C(C1)OCCN1CCOCC1)N=CC2C#N 4-bromo-6-(2-morpholinylethoxy)pyrazolo[1,5-a]pyridine-3-carbonitrile